[In].[Ag] Silver-Indium